ClC1=NC(=NC(=C1)C1(CC1)C1=CC=CC=C1)NS(=O)(=O)C=1C=NN(C1)C N-[4-chloro-6-(1-phenylcyclopropyl)pyrimidin-2-yl]-1-methyl-pyrazole-4-sulfonamide